(dimethylamino)-2-(4-methylbenzyl)-1-(4-morpholinylphenyl)-butan-1-one CN(C)C(C(=O)C1=CC=C(C=C1)N1CCOCC1)(CC)CC1=CC=C(C=C1)C